ClC=1C(=CC=2N(N1)C(=CC(N2)=O)C(F)(F)F)C 7-Chloro-8-methyl-4-(trifluoromethyl)-2H-pyrimido[1,2-b]pyridazin-2-one